C(#N)C(C)C1=CC=C(C=C1)NC(=O)NC(C(=O)O)(CC)CC 2-({[4-(1-cyanoethyl)phenyl]carbamoyl}amino)-2-ethylbutanoic acid